1-tert-butyl-2-methyl-(2S,4S)-4-ethenylpyrrolidine C(C)(C)(C)N1[C@H](C[C@H](C1)C=C)C